BrC1=CC=2C3=C(C=NC2C=C1F)NC(C31COC1)=O 8'-Bromo-7'-fluorospiro[oxetane-3,1'-pyrrolo[2,3-c]quinolin]-2'(3'H)-one